ClC1=C(NC2=CC=C(C(=C12)Cl)F)C(=O)N1C[C@@H]2N(CC1)C(CC2)=O (R)-2-(3,4-dichloro-5-fluoro-1H-indole-2-carbonyl)hexahydropyrrolo[1,2-a]pyrazin-6(2H)-one